4-fluoro-3-nitrobenzamide FC1=C(C=C(C(=O)N)C=C1)[N+](=O)[O-]